3,5-di-tert-butyl-2,6-di-tert-butyl-4-(4,6-bis(octylthio)-1,3,5-triazin-2-ylamino)phenol C(C)(C)(C)C=1C(=C(C(=C(C1NC1=NC(=NC(=N1)SCCCCCCCC)SCCCCCCCC)C(C)(C)C)C(C)(C)C)O)C(C)(C)C